FC(C(=O)O)(F)F.C1NCC12OCC(C2)OC2=C(C#N)C=C(C=C2)F 2-((5-oxa-2-azaspiro[3.4]octan-7-yl)oxy)-5-fluorobenzonitrile 2,2,2-trifluoroacetate